6-({4-[(2S)-2-{[8-(pyridin-3-yl)quinazolin-4-yl]amino}propyl]piperazin-1-yl}sulfonyl)-1,2-dihydroquinoxalin-2-one N1=CC(=CC=C1)C=1C=CC=C2C(=NC=NC12)N[C@H](CN1CCN(CC1)S(=O)(=O)C=1C=C2N=CC(NC2=CC1)=O)C